C(C)(C)(C)OC(NC1=CC(=C(C=C1)OC1=C(C(=NC=C1)N)[N+](=O)[O-])F)=O (4-((2-amino-3-nitropyridin-4-yl)oxy)-3-fluorophenyl)carbamic acid tert-butyl ester